3-((dimethylamino)methyl)-4-(3-methoxyphenyl)-1-(phenylsulfonyl)piperidin-4-ol CN(C)CC1CN(CCC1(O)C1=CC(=CC=C1)OC)S(=O)(=O)C1=CC=CC=C1